C(CCCCCCCCCCCCCCCCCCCC=CCCCCCCCC)(=O)O 21-triacontenic acid